COC1=C(C(=NC=2N1N=C(C2C2=CC=CC=C2)C2=CC=CC=C2)NC2=NC=CC=C2)C2=CC1=C(OCCN1C)C=C2 7-methoxy-6-(4-methyl-3,4-dihydro-2H-benzo[b][1,4]oxazin-6-yl)-2,3-diphenyl-N-(pyridin-2-yl)pyrazolo[1,5-a]pyrimidin-5-amine